NC1=C(C=O)C(=CC=C1)O 2-AMINO-6-HYDROXYBENZALDEHYDE